C(#N)C1=CC=C(CCN[C@H](C(=O)NC2=NC=C(C=C2)N2CCC(CC2)OC)C2=CC=CC=C2)C=C1 |r| (S)- and (R)-2-((4-cyanophenethyl)amino)-N-(5-(4-methoxy-piperidin-1-yl)-pyridin-2-yl)-2-phenylacetamide